2-mercapto-1-methylimidazole SC=1N(C=CN1)C